(s)-2-(5,7-dichloro-3-(3-methoxyphenylethyl)benzisothiazole-6-carboxamido)-3-(3-(methylsulfonyl)phenyl)propanoic acid ClC=1C(=C(C2=C(C(=NS2)CCC2=CC(=CC=C2)OC)C1)Cl)C(=O)N[C@H](C(=O)O)CC1=CC(=CC=C1)S(=O)(=O)C